didecylmethyl-(4-aminobenzyl)ammonium chloride [Cl-].C(CCCCCCCCC)[N+](CC1=CC=C(C=C1)N)(C)CCCCCCCCCC